2-bromo-N-(2-chloro-4-fluorophenyl)acetamide C1=CC(=C(C=C1F)Cl)NC(=O)CBr